tetradeca-9,12-dien-1-yl acetate C(C)(=O)OCCCCCCCCC=CCC=CC